4-(((tetrahydro-2H-pyran-2-yl)oxy)methyl)-1H-1,2,3-triazol O1C(CCCC1)OCC=1N=NNC1